6-(3-fluoro-5-isopropylphenyl)-2-azaspiro[3.4]octane FC=1C=C(C=C(C1)C(C)C)C1CC2(CNC2)CC1